ClC=1C(=NC(=NC1)NC1=C(C=C(C=C1)C(=O)N1CCOCC1)OC)C=1C=NN(C1)C1=NC=CC=C1 (4-((5-chloro-4-(1-(pyridin-2-yl)-1H-pyrazol-4-yl)pyrimidin-2-yl)amino)-3-methoxyphenyl)(morpholino)methanone